ClC=1C(=C(C=CC1)N(C(=O)[C@H]1NC[C@H]2[C@@H]1CCC2)C)F (1S,3aR,6aS)-N-(3-Chloro-2-fluorophenyl)-N-methyloctahydrocyclopenta[c]pyrrole-1-carboxamide